FC(C1(C(F)(F)O1)F)(F)F.[K] potassium hexafluoropropylene oxide